COC(CCCCOCC(COCCCCCCCC\C=C/C\C=C/CCCCC)N(C)C)=O methyl-5-(2-(dimethylamino)-3-((9Z,12Z)-octadeca-9,12-dien-1-yloxy)propoxy)pentanoate